4-Nitro-5-(m-toluylamino)phthalonitrile [N+](=O)([O-])C=1C=C(C(C#N)=CC1NC=1C=C(C=CC1)C)C#N